NC1=NC=2C=CC(=CC2C2=C1COC2)C(=O)N([C@H](C)C2=C(C=C(C=C2)C(F)(F)F)F)CC 4-amino-N-ethyl-N-((1R)-1-(2-fluoro-4-(trifluoromethyl)phenyl)ethyl)-1,3-dihydrofuro[3,4-c]quinoline-8-carboxamide